OC1=CC=C(C=C1)C=1C2=CC=C(N2)C(=C2C=CC(C(=C3C=CC(=C(C=4C=CC1N4)C4=CC=C(C=C4)O)N3)C3=CC=C(C=C3)O)=N2)C2=CC=C(C=C2)O 5,10,15,20-tetrakis(4-(hydroxy)phenyl)porphyrin